4-[5-fluoro-2-(trifluoromethyl)benzoylamino]-3-methylbenzoic acid FC=1C=CC(=C(C(=O)NC2=C(C=C(C(=O)O)C=C2)C)C1)C(F)(F)F